4-bromo-5-((2-(trimethylsilyl)ethoxy)methyl)-6,7,8,9-tetrahydrocyclohepta[b]indol-10(5H)-one-3-carbonitrile BrC=1C(=CC=C2C3=C(N(C12)COCC[Si](C)(C)C)CCCCC3=O)C#N